(S)-5-((prop-2-yn-1-ylamino)methyl)pyrrolidin-2-one C(C#C)NC[C@@H]1CCC(N1)=O